tert-butylmethyl(6-(1-methyl-1H-pyrazol-5-yl)-2,3-dihydrobenzofuran-3-yl)carbamate C(C)(C)(C)OC(N(C1COC2=C1C=CC(=C2)C2=CC=NN2C)C)=O